CC=1N=C2N(N=C(C=C2C)C=2C=C(C=3N(C2)N=C(N3)C(=O)NC3CN(C3)C(C)C)F)C1 6-(2,8-dimethylimidazo[1,2-B]pyridazin-6-yl)-8-fluoro-N-(1-isopropylazetidin-3-yl)-[1,2,4]triazolo[1,5-a]pyridine-2-carboxamide